2-(1H-imidazol-1-yl)-5-(5-(methyl(piperidin-4-yl)amino)pyrazin-2-yl)pyridin-4-ol N1(C=NC=C1)C1=NC=C(C(=C1)O)C1=NC=C(N=C1)N(C1CCNCC1)C